disodium hydroxytetradecanedisulfonate OC(CCCCCCCCCCCCCS(=O)(=O)[O-])S(=O)(=O)[O-].[Na+].[Na+]